1-[(3R)-3-[4-(3-Chloro-2-fluoro-anilino)pyrido[3,4-d]pyrimidin-6-yl]pyrrolidin-1-yl]prop-2-en-1-one ClC=1C(=C(NC=2C3=C(N=CN2)C=NC(=C3)[C@H]3CN(CC3)C(C=C)=O)C=CC1)F